6-[3-(hydroxymethyl)-2-[6-oxo-8-thioxo-5-azatricyclo[7.4.0.0[2,7]]tridecane-1(9),2(7)-dien-5-yl]pyridin-4-yl]-4-methyl-3-oxopyrazin OCC=1C(=NC=CC1C1=CN(C(C=N1)=O)C)N1CCC=2C=3CCCCC3C(C2C1=O)=S